(2-methoxyethyl)-piperidine-3-carboxamide COCCN1CC(CCC1)C(=O)N